3-(((1S)-1-(2-(3-azabicyclo[3.1.0]hexan-3-yl)-3,6-dimethyl-4-oxo-3,4-dihydroquinazolin-8-yl)ethyl)amino)-6-chloropicolinaldehyde C12CN(CC2C1)C1=NC2=C(C=C(C=C2C(N1C)=O)C)[C@H](C)NC=1C(=NC(=CC1)Cl)C=O